5-benzyloxy-7-bromo-1-(4-fluoro-3-methyl-phenyl)-2-methyl-indole-3-carbonitrile C(C1=CC=CC=C1)OC=1C=C2C(=C(N(C2=C(C1)Br)C1=CC(=C(C=C1)F)C)C)C#N